CSC(=N)NCCC(=O)O 3-{[(methylsulfanyl)methanimidoyl]amino}propanoic acid